Tert-butyl 6-((4-(5-(azetidin-1-yl)pyridin-3-yl)-1H-1,2,3-triazol-1-yl)methyl)-2-(((tert-butoxycarbonyl)(cyclobutylmethyl)amino)methyl)-1H-indole-1-carboxylate N1(CCC1)C=1C=C(C=NC1)C=1N=NN(C1)CC1=CC=C2C=C(N(C2=C1)C(=O)OC(C)(C)C)CN(CC1CCC1)C(=O)OC(C)(C)C